C(C)(C)(C)OC(=O)N1C(CNC(C1)CN1[C@@H](COCC1)C)C 2-methyl-5-[[(3R)-3-methylmorpholine-4-Yl]methyl]piperazine-1-carboxylic acid tert-butyl ester